[Br-].NCCCN1CN(C=C1)CCO 1-(3-aminopropyl)-3-(2-hydroxyethyl)imidazole bromide